4-(1-methyl-1H-benzo[d]imidazol-5-yl)-2-((4-(4-methylpiperazin-1-yl)phenyl)amino)pyrimidin-5-ol CN1C=NC2=C1C=CC(=C2)C2=NC(=NC=C2O)NC2=CC=C(C=C2)N2CCN(CC2)C